3-[5-(3-cyclopropylphenoxy)-3-methyl-pyridazin-4-yl]-5-[(2,4-dichlorophenyl)methyl]-5,6-dihydro-4H-1,2,4-oxadiazine C1(CC1)C=1C=C(OC=2C(=C(N=NC2)C)C2=NOCC(N2)CC2=C(C=C(C=C2)Cl)Cl)C=CC1